(1S,2R,3S)-N-(7-chloro-6-(trans-4-(3-fluoroazetidin-1-yl)cyclohexyl)isoquinolin-3-yl)-2-ethyl-3-(1-methyl-1H-pyrazol-4-yl)cyclopropane-1-carboxamide ClC1=C(C=C2C=C(N=CC2=C1)NC(=O)[C@H]1[C@@H]([C@@H]1C=1C=NN(C1)C)CC)[C@@H]1CC[C@H](CC1)N1CC(C1)F